NC1=NN2C(NC=3C=CC=C(C3C2=O)Cl)=C1C=1C=NC(=CC1)N1CCNCC1 2-amino-8-chloro-3-(6-(piperazin-1-yl)pyridin-3-yl)pyrazolo[5,1-b]quinazolin-9(4H)-one